Br(=O)(=O)OC(CNC(C)C)COC1=CC=C(C2=CC=CC=C12)Br 1-isopropylamino-3-(4-bromo-1-naphthoxy)-2-propanol bromate